ClC=1C=NC(=NC1)N1CCC(CC1)CCCOC1=CC(=C(C=C1)CC(=O)NCCCS(N)(=O)=O)F 2-[4-[3-[1-(5-chloropyrimidin-2-yl)-4-piperidyl]propoxy]-2-fluoro-phenyl]-N-(3-sulfamoylpropyl)acetamide